C(C)(C)(C)OC(=O)N1C[C@@H](CCC1)C(=O)O (3R)-1-tert-butoxycarbonylpiperidine-3-carboxylic acid